5-hexyl-2,2':5',2''-terthiophene C(CCCCC)C1=CC=C(S1)C=1SC(=CC1)C=1SC=CC1